3-(2H-benzotriazole-2-yl)-5-tert-butylphenyl-4-hydroxyoxocinnamic acid methyl ester COC(C(=CC1C(C=C(C=C1)O)=O)C1=CC(=CC(=C1)C(C)(C)C)N1N=C2C(=N1)C=CC=C2)=O